2-(4-bromo-2,6-difluorophenyl)pyridine BrC1=CC(=C(C(=C1)F)C1=NC=CC=C1)F